COC1=NC=C(C(=C1)B(O)O)OC (2,5-dimethoxypyridin-4-yl)boronic acid